O[C@@H]([C@@H](C)NC(OC(C)(C)C)=O)C1=CC=C(C=C1)C(F)(F)F tert-butyl N-[(1R,2R)-2-hydroxy-1-methyl-2-[4-(trifluoromethyl)phenyl]ethyl]carbamate